t-Butyl 4-(4-(2-(2,6-dioxopiperidin-3-yl)-1-oxoisoindolin-5-yl)piperazine-1-carbonyl)piperidine-1-carboxylate O=C1NC(CCC1N1C(C2=CC=C(C=C2C1)N1CCN(CC1)C(=O)C1CCN(CC1)C(=O)OC(C)(C)C)=O)=O